ClC=1C=CC(=C(CN2CCC2)C1)F 1-(5-chloro-2-fluorobenzyl)azetidine